N-cyclohexyl-3-(2-cyclohexyl-1H-benzimidazol-1-yl)-N-methylpropanamide C1(CCCCC1)N(C(CCN1C(=NC2=C1C=CC=C2)C2CCCCC2)=O)C